CN1CC(C1)(C)C(C=1C=C(C=CC1)C1=NC(=NO1)[C@]1(COCC1)O)(C1=CC=C(C=C1)C(C)C)O (R)-3-(5-(3-((1,3-dimethylazetidin-3-yl)(hydroxy)(4-isopropylphenyl)methyl)phenyl)-1,2,4-oxadiazol-3-yl)tetrahydrofuran-3-ol